3,4-diethyl-2,6-decalindicarboxylic acid C(C)C1C(CC2CCC(CC2C1CC)C(=O)O)C(=O)O